(2-(isopropylsulfonyl)phenyl)pyrimidine-2,4-diamine C(C)(C)S(=O)(=O)C1=C(C=CC=C1)C=1C(=NC(=NC1)N)N